1,4-di(tert-butylperoxy)diisopropylbenzene C(C)(C)(C)OOC1=C(C(=C(C=C1)OOC(C)(C)C)C(C)C)C(C)C